tert-butyl 3-({3-[(2S)-2-(4-chlorophenyl)-2-hydroxyethyl]-1,2,4-oxadiazol-5-yl}methyl)-5-methyl-2,4-dioxopyrimidine-1-carboxylate ClC1=CC=C(C=C1)[C@H](CC1=NOC(=N1)CN1C(N(C=C(C1=O)C)C(=O)OC(C)(C)C)=O)O